BrC=1C=CC=2N(C1)N=C(N2)C2=CC(=C(C=C2)OC)OC 6-bromo-2-(3,4-dimethoxyphenyl)-[1,2,4]triazolo[1,5-a]pyridine